(12-amino-10-ethyl-3,10-diazadodecane-3-yl)ethan-1-amine NCCN(CCCCCCN(CC)C(C)N)CC